tert-butyl 4-(4-(4,4,5,5-tetramethyl-1,3,2-dioxaborolane-2-yl)pyridine-2-yl)piperazine-1-carboxylate CC1(OB(OC1(C)C)C1=CC(=NC=C1)N1CCN(CC1)C(=O)OC(C)(C)C)C